2-(1-bicyclo[1.1.1]pentanyl)-6-bromo-4-fluoro-1-isopropyl-benzimidazole C12(CC(C1)C2)C2=NC1=C(N2C(C)C)C=C(C=C1F)Br